4-((5-((1s,3s)-3-((5-(1-aminocyclobutyl)thiazol-2-yl)oxy)cyclobutyl)pyrimidin-2-yl)amino)-3-fluorobenzenesulfonamide NC1(CCC1)C1=CN=C(S1)OC1CC(C1)C=1C=NC(=NC1)NC1=C(C=C(C=C1)S(=O)(=O)N)F